FC=1C(=NC=C(C1C1=C(C(=CC(=C1)F)F)F)F)C#N 3,5-difluoro-4-(2,3,5-trifluorophenyl)pyridine-2-carbonitrile